(Z)-1-(4-amino-2-fluoro-but-2-en-1-yl)-4-(3-((3,3-difluoropyrrolidin-1-yl) sulfonyl) phenyl)-1H-benzo[d]imidazole-6-carboxylate hydrochloride Cl.NC\C=C(\CN1C=NC2=C1C=C(C=C2C2=CC(=CC=C2)S(=O)(=O)N2CC(CC2)(F)F)C(=O)O)/F